CC1=C(C=C(C(C1C)(C)N=C=O)C)N=C=O 2,3,4,5-Tetramethyl-1,4-phenylendiisocyanat